4-(cyclohexylamino)-2-((1r,4r)-4-ethoxycyclohexylamino)pyrimidine-5-carbonitrile C1(CCCCC1)NC1=NC(=NC=C1C#N)NC1CCC(CC1)OCC